dimethylsilanediylbis(2-methyl-4-naphthylindenyl)zirconium dichloride [Cl-].[Cl-].C[Si](=[Zr+2](C1C(=CC2=C(C=CC=C12)C1=CC=CC2=CC=CC=C12)C)C1C(=CC2=C(C=CC=C12)C1=CC=CC2=CC=CC=C12)C)C